(9H-fluoren-9-yl)methyl N-[7-(5-amino-1-benzyl-1H-1,3-benzodiazol-2-yl)heptyl]carbamate NC1=CC2=C(N(C(=N2)CCCCCCCNC(OCC2C3=CC=CC=C3C=3C=CC=CC23)=O)CC2=CC=CC=C2)C=C1